5-Hydroxyuridine OC=1C(NC(N([C@H]2[C@H](O)[C@H](O)[C@@H](CO)O2)C1)=O)=O